(R)-5-(4-cyclopentyl-1,3-dimethyl-2-oxo-1,2,3,4-tetrahydroquinoxalin-6-yl)-1-phenyl-1,2,4-triazole-3-carboxylic acid C1(CCCC1)N1[C@@H](C(N(C2=CC=C(C=C12)C1=NC(=NN1C1=CC=CC=C1)C(=O)O)C)=O)C